[I-].C(C1=CC=CC=C1)OC(=O)NCC1=[N+](C2=C(N1CC)C=C(C=C2)C(=O)OC(C)(C)C)CC 2-({[(benzyloxy)carbonyl]amino}methyl)-6-[(tert-butoxy)carbonyl]-1,3-diethyl-1H-1,3-benzodiazol-3-ium iodide